1-(3-phenylpropyl)-1H-imidazole-2-carboxylic acid C1(=CC=CC=C1)CCCN1C(=NC=C1)C(=O)O